2-((2-(3,6-diazabicyclo[3.1.1]heptan-3-yl)-7-(thiazol-2-yl)benzo[d]oxazol-4-yl)oxy)-2,2-difluoroethan-1-ol C12CN(CC(N1)C2)C=2OC1=C(N2)C(=CC=C1C=1SC=CN1)OC(CO)(F)F